2-((S)-3-((S)-sec-butyl)-7-chloro-2-oxo-5-(pyridin-4-yl)-2,3-dihydro-1H-benzo[e][1,4]diazepin-1-yl)acetic acid [C@H](C)(CC)[C@@H]1N=C(C2=C(N(C1=O)CC(=O)O)C=CC(=C2)Cl)C2=CC=NC=C2